N[C@@H](CC)C=1N=C(SC1)C(=O)C1=CNC2=CC(=CC=C12)F (S)-(4-(1-aminopropyl)thiazol-2-yl)(6-fluoro-1H-indol-3-yl)methanone